COC1=C(C2=CC=CC=C2C=C1)CC1=C(C=CC2=CC=CC=C12)OCC1CNC1 3-[({1-[(2-methoxynaphthalen-1-yl)methyl]naphthalen-2-yl}oxy)methyl]azetidine